C1(=C(C=CC=C1)C1=CC=CC=2C3=CC=CC=C3NC12)C1=CC=CC=C1 (biphenyl-yl)carbazole